BrC=1C=C2C(=NC1)C(CC2)NC(=O)C2=CC(=NC=C2)C N-[3-bromo-5H,6H,7H-cyclopenta[b]pyridin-7-yl]-2-methylpyridin-4-carboxamide